3-((3,5-difluoro-[1,1'-biphenyl]-4-yl)methyl)-5-methoxy-1,2,4-thiadiazole FC=1C=C(C=C(C1CC1=NSC(=N1)OC)F)C1=CC=CC=C1